C(N)(=O)C1=NN(C2=NC=C(C=C21)C(=O)N=[N+]=[N-])CC(=O)N(C2CC2)CC(=O)NCC2=C(C(=CC=C2)Cl)F 3-carbamoyl-1-(2-((2-((3-chloro-2-fluorophenylmethyl)amino)-2-oxoethyl)(cyclopropyl)amino)-2-oxoethyl)-1H-pyrazolo[3,4-b]pyridine-5-carbonyl azide